ClC=1C=C(C#N)C=C(C1OC1=C(N=CN(C1=O)CC1=C(N=C(NC1=O)C)C)[C@H](C)F)C |o1:27| (S) or (R)-3-chloro-4-((1-((2,4-dimethyl-6-oxo-1,6-dihydropyrimidin-5-yl)methyl)-4-(1-fluoroethyl)-6-oxo-1,6-dihydropyrimidin-5-yl)oxy)-5-methylbenzonitrile